1-[(4-methylsulfinylphenyl)methyl]-4-(4,4,5,5-tetramethyl-1,3,2-dioxaborolan-2-yl)pyrazole CS(=O)C1=CC=C(C=C1)CN1N=CC(=C1)B1OC(C(O1)(C)C)(C)C